(S)-tert-butyl (1'-(5-(cyclopentyloxy)pyrazin-2-yl)-1,3-dihydrospiro[indene-2,4'-piperidin]-1-yl)carbamate C1(CCCC1)OC=1N=CC(=NC1)N1CCC2(CC1)[C@@H](C1=CC=CC=C1C2)NC(OC(C)(C)C)=O